3-methoxy-2-methylbenzene Methyl-formate COC=O.COC=1C(=CC=CC1)C